N-(4-(4-amino-5-(3-methoxy-4-(pyrrolidine-1-carbonyl)phenyl)-7-methyl-7H-pyrrolo[2,3-d]pyrimidin-6-yl)phenyl)acrylamide NC=1C2=C(N=CN1)N(C(=C2C2=CC(=C(C=C2)C(=O)N2CCCC2)OC)C2=CC=C(C=C2)NC(C=C)=O)C